C(CCCCCCCC)OC(C(CCCCCCN(CCCCO)CCCCCCCC(=O)OC(CCCCCCCC)CCCCCCCC)C)=O.OC(C)(C1=CC=CC=C1)C1=C(C=CC=C1)NS(=O)(=O)C1=C(C=CC=C1)C(F)(F)F N-(2-(1-hydroxy-1-phenylethyl)phenyl)-2-(trifluoromethyl)benzenesulfonamide nonyl-8-((8-(heptadecan-9-yloxy)-8-oxooctyl)(4-hydroxybutyl)amino)-2-methyloctanoate